(4-((4-((hydroxyamino)methyl)phenyl)amino)phenyl)(piperidin-1-yl)methanone ONCC1=CC=C(C=C1)NC1=CC=C(C=C1)C(=O)N1CCCCC1